C1(CCC1)COCC1=CC=C(C=C1)CC(C)C 1-((cyclobutylmethoxy)methyl)-4-isobutylbenzene